NC(C(=O)O)C(C)C1=CC=C(C=C1)Cl amino-3-(4-chlorophenyl)butanoic acid